C(C)N1N=CC(=C1)C1=NN2C(O[C@@H](CC2)C)=C1C(=O)N[C@@H]1C(NC2=C(C(=N1)C1=CC=CC=C1)C=CC=C2F)=O (5R)-2-(1-ethylpyrazol-4-yl)-N-[(3S)-9-fluoro-2-oxo-5-phenyl-1,3-dihydro-1,4-benzodiazepine-3-yl]-5-methyl-6,7-dihydro-5H-pyrazolo[5,1-b][1,3]Oxazine-3-carboxamide